O=C1NC(CCC1N1CC2=CC=C(C=C2C1=O)N1CCC(CC1)CN1CCCCC1)=O 1-((1-(2-(2,6-dioxopiperidin-3-yl)-3-oxoisoindolin-5-yl)piperidin-4-yl)methyl)piperidin